C(#C)C1=C(C(=C(C=C1)C=1N=NN(C1)C1C(C(OCC1OC)CO)O)F)F 4-(4-(4-ethynyl-2,3-difluorophenyl)-1H-1,2,3-triazol-1-yl)-2-(hydroxymethyl)-5-methoxytetrahydro-2H-pyran-3-ol